(5S)-2-(2-(chloromethyl)allyl)-5-(methoxymethyl)pyrrolidine-1,2-dicarboxylic acid 1-(tert-butyl) 2-methyl ester COC(=O)C1(N([C@@H](CC1)COC)C(=O)OC(C)(C)C)CC(=C)CCl